(S)-3-(3-(4-hydroxy-1,5-dimethyl-2-oxo-1,2-dihydropyridin-3-yl)ureido)-3-(6-methylbiphenyl-3-yl)propionic acid OC1=C(C(N(C=C1C)C)=O)NC(N[C@@H](CC(=O)O)C=1C=C(C(=CC1)C)C1=CC=CC=C1)=O